N[C@H](C(=O)NCC(NC=1SC2=C(N1)C=CC(=C2)OC(F)(F)F)=O)CC#C (S)-2-amino-N-(2-oxo-2-((6-(trifluoromethoxy)benzo[d]thiazol-2-yl)amino)ethyl)pent-4-ynamide